[Ni](Cl)Cl.CN(C1=C(C=CC=C1)N1CCCC1)C dimethyl-[(1-pyrrolidinyl)phenyl]-amine nickel (II) chloride